2-chloro-4-methylsulfanyl-pyrimidine-5-carbaldehyde ClC1=NC=C(C(=N1)SC)C=O